IC1=C(C=C(C(=O)NC=2OC(=NN2)C2=CC=CC=C2)C=C1)C(F)(F)F 4-iodo-N-(5-phenyl-1,3,4-oxadiazol-2-yl)-3-(trifluoromethyl)benzamide